C(ON1C(CCC1=O)=O)(OCC[Si](C)(C)C)=O 2,5-Dioxopyrrolidin-1-yl (2-(trimethylsilyl) ethyl) carbonate